Acetic acid (6S,9S)-6-(4-chlorophenyl)-1-(3-chlorophenyl)-1,1-difluoro-4,7,11-trioxo-9-(((S)-2-oxopyrrolidin-3-yl) methyl)-2-phenyl-3-oxa-5,8,12-triazatetradec-10-yl ester ClC1=CC=C(C=C1)[C@H](NC(OC(C(F)(F)C1=CC(=CC=C1)Cl)C1=CC=CC=C1)=O)C(N[C@H](C(C(NCC)=O)OC(C)=O)C[C@H]1C(NCC1)=O)=O